BrC1=C(C=2C(=NSN2)C=C1)Br dibromo-2,1,3-benzothiadiazole